2,2-diethyl-4-(4-(tert-butyl)phenyl)-1-p-nitrobenzenesulfonylpyrrolidine C(C)C1(N(CC(C1)C1=CC=C(C=C1)C(C)(C)C)S(=O)(=O)C1=CC=C(C=C1)[N+](=O)[O-])CC